5-chloro-2-methoxy-N-(3-methyl-5,6-dihydropyrido[3,2-f][1,2,4]triazolo[4,3-d][1,4]oxazepin-10-yl)benzenesulfonamide ClC=1C=CC(=C(C1)S(=O)(=O)NC1=CC=2C=3N(CCOC2N=C1)C(=NN3)C)OC